C(C1=CC=CC=C1)N([C@@H]1C[C@H](NC1)C(=O)O)C(=O)OC(C)(C)C (2S,4R)-4-(benzyl(tert-butoxycarbonyl)amino)pyrrolidine-2-carboxylic acid